1-methoxy-1-methyl-3-[[4-[5-(trifluoromethyl)-1,2,4-oxadiazol-3-yl]phenyl]-methyl]urea CON(C(=O)NCC1=CC=C(C=C1)C1=NOC(=N1)C(F)(F)F)C